4-(6-bromo-2-chloro-3-fluorophenyl)-1-ethyl-3-(trifluoromethyl)-1H-pyrazole BrC1=CC=C(C(=C1C=1C(=NN(C1)CC)C(F)(F)F)Cl)F